1,4-bis[3-heneicosyloxy-2-hydroxy-propylamino]benzene C(CCCCCCCCCCCCCCCCCCCC)OCC(CNC1=CC=C(C=C1)NCC(COCCCCCCCCCCCCCCCCCCCCC)O)O